CC(CCC(=O)O)CCCC 4-Methyloctanoic acid